C(C)S(=O)(=O)C[C@@H]1[C@H](N(C1)C=1C=CC(=C2C=C(N=CC12)NC1=NC(=NC=C1)N1C[C@H]([C@H](CC1)OC)O)C(C)C)C (3R,4S)-1-[4-({8-[(2R,3S)-3-[(ethanesulfonyl)meth-yl]-2-methylazetidin-1-yl]-5-(propan-2-yl)isoquinolin-3-yl}amino)pyrimidin-2-yl]-4-methoxypiperidin-3-ol